benzo[B]furan O1C2=C(C=C1)C=CC=C2